tert-butyl ((5-(2-fluoro-3-nitrophenyl)-1-methyl-6-oxo-1,6-dihydropyridazin-4-yl)methyl)(methyl)carbamate FC1=C(C=CC=C1[N+](=O)[O-])C1=C(C=NN(C1=O)C)CN(C(OC(C)(C)C)=O)C